5-(trifluoromethyl)-3-pyridinepropionic acid FC(C=1C=C(C=NC1)CCC(=O)O)(F)F